(cis-(3-(((3-(2-methoxyethoxy)piperidin-1-yl)sulfonyl)methyl)cyclopentyl)(methyl)amino)-1H-pyrrolo[2,3-b]pyridin-5-carbonitrile COCCOC1CN(CCC1)S(=O)(=O)C[C@H]1C[C@H](CC1)N(C)N1C=CC=2C1=NC=C(C2)C#N